CN1N=C(C2=CC=C(C=C12)[N+](=O)[O-])N 1-methyl-6-nitro-indazol-3-amine